C1([C@H](O)[C@@H](O)[C@@H](O)[C@H](O1)CO)O[C@@H]1[C@H](C(O)O[C@@H]([C@H]1OC1[C@@H](O)[C@H](O)[C@H](O)[C@@H](O1)C)CO)NC(C)=O galactosyl-(1-3)-(fucopyranosyl-(1-4))-N-acetylglucosamine